tert-butyl (3-((tert-butyldimethylsilyl)oxy)-1-(4-sulfamoylphenyl)propyl)carbamate [Si](C)(C)(C(C)(C)C)OCCC(C1=CC=C(C=C1)S(N)(=O)=O)NC(OC(C)(C)C)=O